O=C(CC1=CC=C(C=C1)C#CCNC(OC(C)(C)C)=O)N1CCN(CC1)C=1C=CC=2N(N1)C=NN2 tert-butyl N-(3-{4-[2-oxo-2-(4-{[1,2,4]triazolo[4,3-b]pyridazin-6-yl}piperazin-1-yl)ethyl]phenyl}prop-2-yn-1-yl)carbamate